C(C)C1(COC1)COCC=C 3-ethyl-3-allyloxymethyloxetane